tri(n-butyl)ammonium tetrakis(4-trifluoromethylphenyl)borate FC(C1=CC=C(C=C1)[B-](C1=CC=C(C=C1)C(F)(F)F)(C1=CC=C(C=C1)C(F)(F)F)C1=CC=C(C=C1)C(F)(F)F)(F)F.C(CCC)[NH+](CCCC)CCCC